C12(CC3CC(CC(C1)C3)C2)CC(=O)OCCCCCCCCNCCCN2C=NC=C2 8-((3-(1H-imidazol-1-yl)propyl)amino)octyl 2-((3r,5r,7r)-adamantan-1-yl)acetate